CO[C@@H]1[C@H](CCC1)NC1=N\C(\C(N1C)=O)=C/C1=CC2=CN(N=C2C=C1)C (5Z)-2-[[(1S,2S)-2-Methoxycyclopentyl]amino]-3-methyl-5-[(2-methylindazol-5-yl)methylene]imidazol-4-one